N-(4-cyano-2-(2,3,5-trichlorophenyl)oxazol-5-yl)-6-(dimethylamino)hexanamide Iridium [Ir].C(#N)C=1N=C(OC1NC(CCCCCN(C)C)=O)C1=C(C(=CC(=C1)Cl)Cl)Cl